6-((1-Isopropylcyclopropyl)ethynyl)-N2,N4-bis((R)-1,1,1-trifluoroprop-2-yl)-1,3,5-triazine-2,4-diamine C(C)(C)C1(CC1)C#CC1=NC(=NC(=N1)N[C@@H](C(F)(F)F)C)N[C@@H](C(F)(F)F)C